2-[4-Chlorophenyl]-2-fluoro-propionic acid ethyl ester C(C)OC(C(C)(F)C1=CC=C(C=C1)Cl)=O